C(C)(SCCN1N=NC(=C1)C(C)(C)NC(C1=CC(=CC(=C1)F)F)=O)=O S-2-(4-(2-(3,5-difluorobenzamido)propan-2-yl)-1H-1,2,3-triazol-1-yl)ethyl ethanethioate